C(C)(C)(C)C(C(=O)O)(C)OCC tert-butyl-ethoxy-propionic acid